2-chloro-3-((1-ethyl-1H-pyrazol-4-yl)oxy)pyridine ClC1=NC=CC=C1OC=1C=NN(C1)CC